N1=CC(=CC=2CCCCC12)CO 5,6,7,8-tetrahydroquinolin-3-yl-methanol